C(#N)C=1C(=C(C=C(C1)OC1=CC=CC=C1)C(CCC(=O)O)=O)O 4-(3-Cyano-2-hydroxy-5-phenoxy-phenyl)-4-oxo-butyric acid